Cl.O=C1CCC2=C(NC3=CC=CC=C23)C2N1C(CC2)C(=O)N 5-oxo-1,2,3,5,6,7,12,12b-octahydropyrrolo[1',2':1,2]azepino[3,4-b]indole-3-carboxamide hydrochloride